6-(6-(Methyl(2,2,6,6-tetramethylpiperidin-4-yl)amino)pyridazin-3-yl)-3-(1-methyl-1H-imidazol-4-yl)chinolin-7-ol CN(C1=CC=C(N=N1)C=1C=C2C=C(C=NC2=CC1O)C=1N=CN(C1)C)C1CC(NC(C1)(C)C)(C)C